(E)-N-(2-methylsulfanyl-ethyl)-3-(p-tolyl)-N-(2-pyridinyl)prop-2-enamide 3,7-dimethylocta-1,6-dien-3-yl-formate (LINALYL-FORMATE) C(C)(C=C)(CCC=C(C)C)C(=O)O.CC(C=C)(CCC=C(C)C)C(=O)O.CSCCN(C(\C=C\C1=CC=C(C=C1)C)=O)C1=NC=CC=C1